1-(2-methoxy-2-methylpropyl)-1H-pyrazole-4-carboxamide COC(CN1N=CC(=C1)C(=O)N)(C)C